[N+](=O)([O-])C1=CC=C(C=C1)N1C[C@H]2CC[C@@H](C1)N2C(=O)OC(C)(C)C tert-butyl (1R,5S)-3-(4-nitrophenyl)-3,8-diazabicyclo[3.2.1]octane-8-carboxylate